Cl.[C@@H]1(C[C@H](O)[C@@H](CO)O1)N1C=NC=2C(N)=NC=NC12 2'-deoxyadenosine HCl